C(C)(C)(C)OC(C[C@H](C(=O)O)CC=1C=NC=CC1)=O (R)-4-(tert-butoxy)-4-oxo-2-(pyridin-3-ylmethyl)butanoic acid